2,2'-methylenebis-(6-(2H-benzotriazol-2-yl)-4-(1,1,3,3-tetramethylbutyl)-phenol) C(C1=C(C(=CC(=C1)C(CC(C)(C)C)(C)C)N1N=C2C(=N1)C=CC=C2)O)C2=C(C(=CC(=C2)C(CC(C)(C)C)(C)C)N2N=C1C(=N2)C=CC=C1)O